C(CCC)OC(=O)C=1C(N)=CC=CC1 2-anilinecarboxylic acid n-butyl ester